FC=1C=C(C(=O)OCC2CCNCC2)C=C(C1)NC(CN1N=C(C(=C1)C1=CC=NC2=CC=CC=C12)C1=NC(=CC=C1)C)=O piperidin-4-ylmethyl 3-fluoro-5-(2-(3-(6-methylpyridin-2-yl)-4-(quinolin-4-yl)-1H-pyrazol-1-yl)acetamido)benzoate